C(C)(SC1CC(C1)(C1=C(C=CC=C1)C(C)C)C(NC=1C(=NC(=CC1)C)OC(F)F)=O)=O S-(3-((2-(difluoromethoxy)-6-methylpyridin-3-yl)carbamoyl)-3-(2-isopropylphenyl)cyclobutyl) ethanethioate